trans-3-octadecene-1,18-dicarboxylic acid C(C\C=C\CCCCCCCCCCCCCCC(=O)O)C(=O)O